C(C(C)C)OC(=O)C1C2C=CC(C1C(=O)OCC(C)C)C2 bicyclo[2.2.1]hept-5-ene-2,3-dicarboxylic acid diisobutyl ester